C(C)(C)(C)OC(=O)N1[C@H](C[C@H](C1)OC1=NC=C(C=C1)OCCOC)C (2s,4r)-4-[[5-(2-methoxyethoxy)-2-pyridinyl]oxy]-2-methyl-pyrrolidine-1-carboxylic acid tert-butyl ester